1-(4-methylphenyl)-2-(1H-imidazol-1-yl)ethan-1-ol CC1=CC=C(C=C1)C(CN1C=NC=C1)O